C(C)(C)N(P(=O)(NCl)NCl)C(C)C N,N-diisopropyldichlorophosphoramide